FC1=CC2=C(C=C1)C=1C=NC=3C=C(C=CC3C1[C@H](O2)C2=CC=C(C=C2)OCCN2CC(C2)CF)O |r| Racemic-8-fluoro-5-(4-{2-[3-(fluoromethyl)azetidin-1-yl]ethoxy}phenyl)-5H-[1]benzopyrano[4,3-c]quinolin-2-ol